NCC1CCC(CC1)C=O 4-(aminomethyl)cyclohexane-1-formaldehyde